(R)-5-(azetidin-3-yloxy)-N-(1-(3-bromophenyl)ethyl)-2-methylbenzamide N1CC(C1)OC=1C=CC(=C(C(=O)N[C@H](C)C2=CC(=CC=C2)Br)C1)C